O=C1N(C(OC1)C=1C=C(C(=O)NCCCCC2=CC=CC=C2)C=CC1)C1=CC=CC=C1 3-(4-oxo-3-phenyloxazolidin-2-yl)-N-(4-phenylbutyl)benzamide